5-((2-chlorophenyl)(cyclobutyl)methoxy)-N-((R,E)-4-(methylsulfonyl)but-3-en-2-yl)pyrimidine-2-carboxamide ClC1=C(C=CC=C1)C(OC=1C=NC(=NC1)C(=O)N[C@H](C)\C=C\S(=O)(=O)C)C1CCC1